tert-butyl 2-(2-chloro-4-nitrophenethoxy)acetate ClC1=C(CCOCC(=O)OC(C)(C)C)C=CC(=C1)[N+](=O)[O-]